CC(C(=O)NC1=NC(NC=2N1C=CN2)=O)C 4-[(2-methylpropionyl)amino]-imidazo[1,2-a]-1,3,5-triazin-2-one